(5R)-3-[6-[(3,3-diethyl-1H-isobenzofuran-4-yl)oxy]-3-pyridyl]-5-ethyl-5-methyl-imidazolidine-2,4-dione C(C)C1(OCC2=CC=CC(=C12)OC1=CC=C(C=N1)N1C(N[C@](C1=O)(C)CC)=O)CC